CCCCCCCCCCCC(=O)O[C@H](COC(=O)CCCCC/C=C\C/C=C\C/C=C\C/C=C\CCCCC)COP(=O)(O)OC[C@H](CO)O 1-(7Z,10Z,13Z,16Z-docosatetraenoyl)-2-dodecanoyl-glycero-3-phospho-(1'-sn-glycerol)